O=C1N(CC2=CC(=CC=C12)OC1C(CCCC1)N1CC(C1)C=1C=NC=NC1)C1C(NC(CC1)=O)=O 3-(1-oxo-5-((2-(3-(pyrimidin-5-yl)azetidin-1-yl)cyclohex-yl)-oxy)isoindolin-2-yl)piperidine-2,6-dione